C12=C(C=CC=C1)CCC(=O)OC(CC2)=O phenylenedipropanoic anhydride